[OH-].CC1=[N+](C(=CC=C1)C)C 2,6-dimethyl-N-methylpyridinium hydroxide